tert-butyl (2R,3S,4S)-2-(2,1,3-benzoxadiazol-5-ylmethyl)-4-[(tert-butyldimethylsilyl)oxy]-3-hydroxypyrrolidine-1-carboxylate N=1ON=C2C1C=CC(=C2)C[C@H]2N(C[C@@H]([C@H]2O)O[Si](C)(C)C(C)(C)C)C(=O)OC(C)(C)C